bis(trimethylsilyl)aluminum C[Si](C)(C)[Al][Si](C)(C)C